ClC1=C(C=C(OCC(=O)NC23CC(C2)(C3)NC(COC=3C=NC(=CC3C)F)=O)C=C1)F (4-chloro-3-fluorophenoxy)-N-(3-{2-[(6-fluoro-4-methylpyridin-3-yl)oxy]acetamido}bicyclo[1.1.1]pentan-1-yl)acetamide